4-(2-fluoro-6-methoxyphenyl)-2-(6-((R)-3-(methylamino)pyrrolidin-1-yl)pyridin-2-yl)-2,3-dihydro-1H-pyrrolo[3,4-c]pyridin-1-one FC1=C(C(=CC=C1)OC)C1=NC=CC2=C1CN(C2=O)C2=NC(=CC=C2)N2C[C@@H](CC2)NC